2-(2,2-dimethoxy-1,2-azasilolidin-1-yl)-N,N-diethylethane-1-amine CO[Si]1(N(CCC1)CCN(CC)CC)OC